CC(CCC(=O)O)C1CCC2C1([C@H](CC3C2[C@@H](C[C@H]4C3(CC[C@H](C4)O)C)O)O)C The molecule is a sodium salt of the conjugate of any bile acid with either glycine or taurine. It is a cholanoid and an organic sodium salt.